1-(1Z-hexadecenyl)-2-(9Z,12Z-heptadecadienoyl)-glycero-3-phosphoserine CCCCCCCCCCCCCC/C=C\OC[C@H](COP(=O)(O)OC[C@@H](C(=O)O)N)OC(=O)CCCCCCC/C=C\C/C=C\CCCC